ClC1=C(C=C(C(=C1)OCC)Cl)/C=C/CSC1=NOC(C1)(C)C (E)-3-((3-(2,5-dichloro-4-ethoxyphenyl)allyl)thio)-5,5-dimethyl-4,5-dihydroisoxazole